Cl.NC1CCN(CC1)C=1C=C2C(N(C(C2=CC1)=O)C1C(NC(CC1)=O)=O)=O 5-(4-aminopiperidin-1-yl)-2-(2,6-dioxopiperidin-3-yl)isoindoline-1,3-dione hydrochloride